C1C=2N(C=CN1C(=O)[O-])N=C1C2C=CC=CC1 cyclohepta[3,4]pyrazolo[1,5-a]pyrazine-2(7H)-carboxylate